1-(4-(3-((6-(trifluoromethyl)pyridin-3-yl)oxy)pyridin-2-yl)piperidin-1-yl)prop-2-en-1-one FC(C1=CC=C(C=N1)OC=1C(=NC=CC1)C1CCN(CC1)C(C=C)=O)(F)F